C(C)(C)C1=C(C=CC=C1)C1=CC=C2C=CC3(CNCC3)C2=C1 6-(2-Isopropylphenyl)spiro[indene-1,3'-pyrrolidine]